(pyridin-2-ylmethoxy)pyrazolo[1,5-a]quinazoline N1=C(C=CC=C1)COC1=NN2C(N=CC3=CC=CC=C23)=C1